O=C(CC#N)[C@@H]1CC[C@H](CC1)C 3-oxo-3-(trans-4-methylcyclohexyl)propionitrile